cyclopropanecarboxamide hydrochloride Cl.C1(CC1)C(=O)N